(R)-6-(3,5-dimethoxyphenyl)-N-(4-(hexahydropyrrolo[1,2-a]pyrazin-2(1H)-yl)phenyl)-[1,2,4]triazolo[4',3':1,6]pyrido[2,3-d]pyrimidin-2-amine COC=1C=C(C=C(C1)OC)C1=CC2=C(N=C(N=C2)NC2=CC=C(C=C2)N2C[C@@H]3N(CC2)CCC3)N3C1=NN=C3